tert-butyl 4-(7-{8-cyano-2-methylimidazo[1,2-b]pyridazin-6-yl}-5-fluoro-4-oxoquinazolin-3-yl)piperidine-1-carboxylate C(#N)C=1C=2N(N=C(C1)C1=CC(=C3C(N(C=NC3=C1)C1CCN(CC1)C(=O)OC(C)(C)C)=O)F)C=C(N2)C